The molecule is a mannosylinositol phosphorylceramide(1-) having a tetracosanoyl group attached to the ceramide nitrogen, hydroxylation at C-4 of the long-chain base, and hydroxylation at C-2 of the very-long-chain fatty acid. It is a conjugate base of a Man-beta1-2-Ins-1-P-Cer(t18:0/2-OH-24:0). CCCCCCCCCCCCCCCCCCCCCCC(C(=O)N[C@@H](COP(=O)([O-])O[C@@H]1[C@@H]([C@@H]([C@H]([C@@H]([C@H]1O[C@H]2[C@H]([C@H]([C@@H]([C@H](O2)CO)O)O)O)O)O)O)O)[C@@H](C(CCCCCCCCCCCCCC)O)O)O